4-(((cis)-4-(3-(hydroxymethyl)-4-(1H-pyrazol-5-yl)phenyl)cyclohexyl)oxy)-1H-1,2,3-triazole-5-carboxylic acid 2,2,2-trifluoroacetate FC(C(=O)O)(F)F.OCC=1C=C(C=CC1C1=CC=NN1)[C@H]1CC[C@H](CC1)OC=1N=NNC1C(=O)O